(4-(4-fluoropyrazolo[1,5-a]pyridin-2-yl)-6,7-dihydro-1H-imidazo[4,5-c]pyridin-5(4H)-yl)methanone FC=1C=2N(C=CC1)N=C(C2)C2N(CCC1=C2N=CN1)C=O